(S)-1-(2-(2-(2-aminoethoxy)ethoxy)ethyl)-N-(2-(3,4-dichlorophenyl)thiazol-4-yl)pyrrolidine-3-carboxamide NCCOCCOCCN1C[C@H](CC1)C(=O)NC=1N=C(SC1)C1=CC(=C(C=C1)Cl)Cl